C(C)C1=C(C=CC(=C1)N1CCN(CC1)C)NC1=NC=C(C(=N1)NCCCNC(=O)N1C(CC1)(C)C)C(F)(F)F N-(3-((2-((2-ethyl-4-(4-methylpiperazin-1-yl)phenyl)amino)-5-(trifluoromethyl)pyrimidin-4-yl)amino)propyl)-2,2-dimethylazetidine-1-carboxamide